N-(trans-4-((4-(4-chloro-1H-pyrazol-3-yl)-5-cyanopyrimidin-2-yl)amino)cyclohexyl)-N-(5-(2-methoxypyrimidin-5-yl)pyrazin-2-yl)butanamide ClC=1C(=NNC1)C1=NC(=NC=C1C#N)N[C@@H]1CC[C@H](CC1)N(C(CCC)=O)C1=NC=C(N=C1)C=1C=NC(=NC1)OC